FC1=CC=C(C=C1)C1=NN(C=C1C=1C2=C(N=CN1)OC(=C2)C=2C(=NN(C2C)C)C)CC(C)(O)C {3-(4-fluorophenyl)-4-[6-(1,3,5-trimethyl-1H-pyrazol-4-yl)furo[2,3-d]pyrimidin-4-yl]-1H-pyrazol-1-yl}-2-methylpropan-2-ol